C1(=CC=C(C=C1)OCCCN1CCOCC1)C1=CC=CC=C1 4-(3-([1,1'-Biphenyl]-4-yloxy)propyl)morpholine